butyl-N-cyanoacetamide C(CCC)CC(=O)NC#N